C(C)[C@]1(C(OCC=2C(N3CC=4C(=NC=5C=C(C(=C6C5C4CCO6)NC(C)=O)F)C3=CC21)=O)=O)O N-[(9S)-9-ethyl-5-fluoro-9-hydroxy-10,13-dioxo-1,2,9,10,12,15-hexahydropyrano[4,3,2-de]pyrano[3',4':6,7]indolizino[1,2-b]quinolin-4-yl]acetamide